N-((R)-(2-((S)-amino((1R,3s,5S)-bicyclo[3.1.0]hexan-3-yl)methyl)-1H-benzo[d]imidazol-6-yl)(cyclopropyl)methyl)-2-(3,3-difluorocyclobutyl)acetamide N[C@H](C1=NC2=C(N1)C=C(C=C2)[C@H](NC(CC2CC(C2)(F)F)=O)C2CC2)C2C[C@H]1C[C@H]1C2